C1(=CC=CC=C1)C1C[C@H](NC1)C(=O)O 4-phenylproline